C1(=CC=C(C=C1)C[C@H](C[C@H](C(=O)OCC)C)NC(CCC(=O)N[C@@H](C(C)C)C(=O)O)=O)C1=CC=CC=C1 (4-(((2S,4R)-1-([1,1'-biphenyl]-4-yl)-5-ethoxy-4-methyl-5-oxopentan-2-yl)amino)-4-oxobutanoyl)-L-valine